2-(1-(Thien-3-yl)cyclopropyl)ethanol S1C=C(C=C1)C1(CC1)CCO